N[C@@H](CCC(=O)O)C(=O)N[C@@H](CCC(=O)O)C(=O)O Glutamyl-glutamic acid